7-(imidazo[1,2-b]pyridazin-3-ylethynyl)-6-methyl-N-(3-methyl-5-(trifluoromethyl)phenyl)benzo[d]isoxazol-3-amine N=1C=C(N2N=CC=CC21)C#CC2=C(C=CC=1C(=NOC12)NC1=CC(=CC(=C1)C(F)(F)F)C)C